ClC1=CC(=NC=C1Cl)C(=O)N1CC=2C(=NN3C2C(N(C[C@H]3C)[C@@H](C)C=3C=NC(=CC3)C(C)(C)O)=O)C[C@H]1C |o1:22| (3R,7R)-2-(4,5-dichloropicolinoyl)-9-((S*)-1-(6-(2-hydroxypropan-2-yl)pyridin-3-yl)ethyl)-3,7-dimethyl-1,2,3,4,8,9-hexahydropyrido[4',3':3,4]pyrazolo[1,5-a]pyrazin-10(7H)-one